[N+](=O)([O-])C=1C=C(C=CC1)C1CCNC1 4-(3-Nitrophenyl)pyrrolidine